2-bromo-1-[6-bromo-5-fluoro-3-[(4-methoxyphenyl)methylamino]-2-pyridyl]pentane-1,3-dione 4-fluorophenyl-N-(1-(1-(4-cyanophenyl)-ethanesulfonyl)but-2-yl)carbamate FC1=CC=C(C=C1)N(C(O)=O)C(CS(=O)(=O)C(C)C1=CC=C(C=C1)C#N)CC.BrC(C(=O)C1=NC(=C(C=C1NCC1=CC=C(C=C1)OC)F)Br)C(CC)=O